N-(5-{2-[2-(2-methoxyethoxy)ethoxy]ethoxy}pyridin-2-yl)azetidine-3-carboxamide trifluoroacetate FC(C(=O)O)(F)F.COCCOCCOCCOC=1C=CC(=NC1)NC(=O)C1CNC1